p-hydroxyphenetole CCOC1=CC=C(C=C1)O